3-(4-(3-(4-(2-(4-(tert-butyl)-2-ethoxyphenyl)-4,5-bis(4-chlorophenyl)-4,5-dihydro-1H-imidazole-1-carbonyl)piperazin-1-yl)prop-1-yn-1-yl)-1-oxoisoindolin-2-yl)piperidine-2,6-dione C(C)(C)(C)C1=CC(=C(C=C1)C=1N(C(C(N1)C1=CC=C(C=C1)Cl)C1=CC=C(C=C1)Cl)C(=O)N1CCN(CC1)CC#CC1=C2CN(C(C2=CC=C1)=O)C1C(NC(CC1)=O)=O)OCC